C/C(/C(=O)[O-])=C\C (E)-2-methylbut-2-enoate